O1CCC(CC1)N1CCOCC1 4-(tetrahydro-2H-pyran-4-yl)morpholine